2,3-bis(2,4,6-trichloroanilino)-1,4-difluoroanthraquinone ClC1=C(NC2=C(C=3C(C4=CC=CC=C4C(C3C(=C2NC2=C(C=C(C=C2Cl)Cl)Cl)F)=O)=O)F)C(=CC(=C1)Cl)Cl